(3-ethyl-7-fluoro-2,3-dimethyl-3H-indol-5-yl)-N-(5-(1-ethylpiperidin-4-yl)pyridin-2-yl)-5-fluoropyrimidin C(C)C1(C(=NC2=C(C=C(C=C12)C1N(C=C(C=N1)F)C1=NC=C(C=C1)C1CCN(CC1)CC)F)C)C